2-[(2,5-difluorophenyl)sulfonyl]-1-(1,3-dihydro-2H-isoindol-2-yl)ethanone FC1=C(C=C(C=C1)F)S(=O)(=O)CC(=O)N1CC2=CC=CC=C2C1